O-METHYLGUANINE COC1=NC(=NC2=C1NC=N2)N